(3,4-dimethoxyphenyl)(4-nitrophenyl)methanone COC=1C=C(C=CC1OC)C(=O)C1=CC=C(C=C1)[N+](=O)[O-]